C(CCC\C=C/CCCCCCCCCCCC)O (Z)-5-octadecenol